[Cl].N[C@]1([C@H](C1)CCO)C 2-[(1r,2r)-2-amino-2-methylcyclopropyl]ethanol chlorine